C(C)[C@@]1(C2=C(NC=3N=CC=CC13)CC(CC2=O)(C)C)C2=CC(=CC=C2)C(F)(F)F (R)-5-ethyl-8,8-dimethyl-5-(3-(trifluoromethyl)phenyl)-5,8,9,10-tetrahydrobenzo[b][1,8]naphthyridin-6(7H)-one